COC(C1=CC=C(C(=O)OC)C=C1)=O terephthalic acid diMethyl ester